distearyl-glyceramide tert-butyl-((S)-1-hydroxy-3-((S)-2-oxopyrrolidin-3-yl)propan-2-yl)carbamate C(C)(C)(C)N(C(O)=O)[C@H](CO)C[C@H]1C(NCC1)=O.C(CCCCCCCCCCCCCCCCC)C(C(C(=O)N)O)(O)CCCCCCCCCCCCCCCCCC